1-Decyl-2-butylpyridinium methansulfonat CS(=O)(=O)[O-].C(CCCCCCCCC)[N+]1=C(C=CC=C1)CCCC